C1(CC1)C1=NC=NC(=C1C1=NC=C(C(=N1)CC1=CC=C(C=C1)C=1N(C=C(N1)C(F)(F)F)C)OCOC)OC 4'-cyclopropyl-6'-methoxy-5-(methoxymethoxy)-4-(4-(1-methyl-4-(trifluoromethyl)-1H-imidazol-2-yl)benzyl)-2,5'-bipyrimidine